COCCOCCOCCOCCC(=O)O 2,5,8,11-tetraoxatetradecane-14-oic acid